C(C1=CC=CC=C1)OC(=O)OC/C=C/[N+](CC)(CC)[O-] (E)-3-(((benzyloxy)carbonyl)oxy)-N,N-diethylprop-1-en-1-amine oxide